2-(methylamino)-3-nitrobenzoic acid CNC1=C(C(=O)O)C=CC=C1[N+](=O)[O-]